ClC=1C=CC2=C(CC(CC=3N2C(=NN3)N3CCC2(CC3)OCC3=C2C=CC=C3)O)C1 8-chloro-1-(1'H,3H-spiro[2-benzofuran-1,4'-piperidine]-1'-yl)-5,6-dihydro-4H-[1,2,4]triazolo[4,3-a][1]benzazepin-5-ol